NC1=CC=C(C=C1)C[C@H](C(=O)O)NC(=O)OC(C)(C)C (2R)-3-(4-aminophenyl)-2-(tert-butoxycarbonylamino)propanoic acid